2-[2-(dicyclohexylamino)ethyl]-5-fluoro-2H-indazole-7-carboxamide C1(CCCCC1)N(CCN1N=C2C(=CC(=CC2=C1)F)C(=O)N)C1CCCCC1